potassium pyrrolidonate C1CC(=O)N(C1)C(=O)[O-].[K+]